[Si](C)(C)(C(C)(C)C)OCC(CNC(OCC(Cl)(Cl)Cl)=O)CC1=CC(=CC=C1)OC(F)(F)F 2,2,2-trichloroethyl (3-((tert-butyldimethylsilyl) oxy)-2-(3-(trifluoromethoxy)-benzyl) propyl)carbamate